FC1(CCN(CCC1)C=1C(=NC2=CC=CC=C2N1)C(=O)NC1=CC(=NC=C1)OC)F 3-(4,4-difluoroazepan-1-yl)-N-(2-methoxypyridin-4-yl)quinoxaline-2-carboxamide